F[C@@H]1[C@H]([C@@]2(CN[C@]1(CC2)C)C)OC2=CC=C(N=N2)C2=C(C=C(C=C2)N2C=NC(=C2)C)O 2-(6-(((1S,4S,5S,6S)-6-fluoro-1,4-dimethyl-2-azabicyclo[2.2.2]octan-5-yl)oxy)pyridazin-3-yl)-5-(4-methyl-1H-imidazol-1-yl)phenol